N(=[N+]=[N-])C(C)C1=CC=C(C=C1)C 1-(1-azidoethyl)-4-methylbenzene